N-(4-bromonaphthalen-1-yl)-4-methoxybenzenesulfonamide BrC1=CC=C(C2=CC=CC=C12)NS(=O)(=O)C1=CC=C(C=C1)OC